CC1=C(C=CC(=C1)S(N)(=O)=O)C1=CC(=CC=C1)CN1[C@H](COCC1)C(=O)N[C@@H](C)C1=CC=C(C(=O)OC)C=C1 methyl 4-((S)-1-((R)-4-((2'-methyl-4'-sulfamoyl-[1,1'-biphenyl]-3-yl)methyl)morpholine-3-carboxamido)ethyl)benzoate